[K+].C(C=C)S(=O)(=O)[O-] allyl-sulfonate potassium salt